(S)-5-isobutylimidazolidine-2,4-dione C(C(C)C)[C@H]1C(NC(N1)=O)=O